COC1=CC=C(C=C1)NC=1C=2C=CN(C2C=CC1)C1=NC(=CC=C1)[N+](=O)[O-] N-(4-methoxyphenyl)-1-(6-nitropyridin-2-yl)-1H-indol-4-amine